(4-(tert-butyl)phenyl)-N-(8-chloro-[1,2,4]Triazolo[4,3-a]Quinazoline-5-Yl)-N-methylthiazol-5-amine C(C)(C)(C)C1=CC=C(C=C1)C=1SC(=CN1)N(C)C1=NC=2N(C3=CC(=CC=C13)Cl)C=NN2